FC(C1=NC(=NO1)C1=CC(=NC=C1)OCC(=O)OC(C)(C)C)(F)F tert-Butyl 2-((4-(5-(trifluoromethyl)-1,2,4-oxadiazol-3-yl)pyridin-2-yl)oxy)acetate